CCCCCCCCCCCCCCCCCC(=O)N[C@@H](COP(=O)([O-])[O-])[C@@H](/C=C/CCCCCCCCCCCCC)O The molecule is a N-acylsphingosine 1-phosphate(2-) in which the N-acyl group is specified as octadecanoyl (stearoyl). It is a conjugate base of a N-octadecanoylsphingosine 1-phosphate.